N-(4-aminomethyl-phenyl)-N'-(4-piperazin-1-yl-phenyl)-terephthalamide NCC1=CC=C(C=C1)NC(C1=CC=C(C(=O)NC2=CC=C(C=C2)N2CCNCC2)C=C1)=O